2-(tert-butyl)-N-(2'-(4,4-difluorocyclohexyl)-6-fluoro-[2,4'-bipyridin]-3'-yl)pyrimidine-5-carboxamide C(C)(C)(C)C1=NC=C(C=N1)C(=O)NC=1C(=NC=CC1C1=NC(=CC=C1)F)C1CCC(CC1)(F)F